FC1=CC=C(C=C1)N1CCN(CC1)C1=C(N=C2C(=N1)NN=C2C2=CC=NC=C2)CO N-(4-fluorophenyl)-4-[5-(hydroxymethyl)-3-(pyridin-4-yl)-1H-pyrazolo[3,4-b]pyrazin-6-yl]piperazine